3,4-dichloro-1-(3-hydroxypropoxy)-10-(1-(tetrahydro-2H-pyran-2-yl)-1H-pyrazol-4-yl)-6,7,8,9-tetrahydropyrido[1,2-a]indol-7-ol ClC1=CC(=C2C(=C3N(C2=C1Cl)CC(CC3)O)C=3C=NN(C3)C3OCCCC3)OCCCO